Phenyl-2,4,6-tri-O-acetyl-3-isothiocyanato-1,3-dideoxy-1-sulfonyl-α-D-glucopyranose C1(=CC=CC=C1)[C@@]1(C(O[C@@H]([C@H]([C@@H]1N=C=S)OC(C)=O)COC(C)=O)=S(=O)=O)OC(C)=O